N,N-bis(4-methoxybenzyl)-benzenesulfonamide COC1=CC=C(CN(S(=O)(=O)C2=CC=CC=C2)CC2=CC=C(C=C2)OC)C=C1